C(C)[C@@H]1OC[C@@H]2[C@H](O1)C1=CC=CC=C1C2 |r| (2RS,4aRS,9bSR)-2-ethyl-4,4a,5,9b-tetrahydroindeno[1,2-d][1,3]dioxine